CN1C(C2=CC(=CC=C2CC1)NC(=O)C=1C=NN(C1C(F)(F)F)C1=C2C=CC=NC2=CC=C1)=O N-(2-methyl-1-oxo-1,2,3,4-tetrahydroisoquinolin-7-yl)-1-(quinolin-5-yl)-5-(trifluoromethyl)-1H-pyrazole-4-carboxamide